(S)-3-(3-chloro-4-(1,4-dioxaspiro[4.5]decan-8-yl)phenyl)-2-methylpropanaldehyde ClC=1C=C(C=CC1C1CCC2(OCCO2)CC1)C[C@@H](C=O)C